(±)-Trans-2-(3-((6-(5-(((butyl(methyl)carbamoyl)oxy)methyl)-1-methyl-1H-1,2,3-triazol-4-yl)-2-methylpyridin-3-yl)oxy)cyclopentyl)acetic Acid C(CCC)N(C(=O)OCC1=C(N=NN1C)C1=CC=C(C(=N1)C)O[C@@H]1C[C@H](CC1)CC(=O)O)C |r|